(R or S)-3-(6-chloro-2-(3-(dimethylamino)azetidin-1-yl)-8-fluoro-7-(3-hydroxynaphthalen-1-yl)quinazolin-4-yl)azetidine-3-carboxamide ClC=1C=C2C(=NC(=NC2=C(C1C1=CC(=CC2=CC=CC=C12)O)F)N1CC(C1)N(C)C)C1(CNC1)C(=O)N